O[C@H]1[C@H](C2=C(C=CC=C2CC1)I)NC([O-])=O (1S,2R)-2-Hydroxy-8-iodo-1,2,3,4-tetrahydronaphthalin-1-yl-carbamat